[Sr].[Cu].[Fe].[Ni] nickel-iron-copper-strontium